(benzo[d]thiazol-2-yl)-4-methylaniline S1C(=NC2=C1C=CC=C2)NC2=CC=C(C=C2)C